C(CCCCCCCCCCC)(=O)NCCCCNC(OC(C)(C)C)=O tert-Butyl (4-dodecanamidobutyl)carbamate